C(N)(=N)C=1C=C2C=CC(=CC2=CC1)O 6-carbamimidoyl-2-naphthol